C1=CC=CC=2C3=CC=CC=C3N(C12)CCP(O)(O)=O (2-carbazole-9-ylethyl)-phosphonic acid